C1(=CC(C(CC1)C(C)C)O)C menthenemonool